(2Z,4E,6E,10E)-7,11,15-trimethylhexadeca-2,4,6,10,14-pentaen-1-ol C\C(=C/C=C/C=C\CO)\CC\C=C(\CCC=C(C)C)/C